NC1=NN2C(C=C(C=C2)C=2C(=C(C(=CC2)F)N2OCC[C@H]2C2=CC=CC=C2)F)=N1 (S)-N-(3-(2-amino-[1,2,4]triazolo[1,5-a]pyridin-7-yl)-2,6-difluorophenyl)-3-phenylisoxazolidine